FC1=C(C=C(C=C1)C)[N+](=O)[O-] 2-fluoro-5-methyl-nitro-benzene